7-(((1R,2R)-2-aminocyclopentyl)amino)-1-(isopropylamino)-2,6-naphthyridine-3-carbonitrile N[C@H]1[C@@H](CCC1)NC1=NC=C2C=C(N=C(C2=C1)NC(C)C)C#N